C(#N)C=1C(=NC(=CC1C(F)(F)F)C)SC(C(=O)O)C1=CC=CC=C1 2-((3-cyano-6-methyl-4-(trifluoromethyl)pyridin-2-yl)thio)-2-phenylacetic acid